5-(3-chlorophenyl)-7-(2-methoxy-2-methylpropyl)-N-methyl-7H-pyrrolo[2,3-d]pyrimidin ClC=1C=C(C=CC1)C1=CN(C=2N(CN=CC21)C)CC(C)(C)OC